4-((R)-2-azidobutan-2-yl)-6-chloro-1-((1R,2S,3S)-2-methyl-3-(methylthio)cyclobutoxy)-2,7-naphthyridine N(=[N+]=[N-])[C@](C)(CC)C1=CN=C(C2=CN=C(C=C12)Cl)O[C@H]1[C@@H]([C@H](C1)SC)C